C(C)C(CCCCCC(=O)OCC1CO1)CCCCCCCCCCC(=O)OCC1CO1 bis(2,3-epoxypropyl) 7-ethyloctadecanedioate